C(OCCOCCOCCNC(=O)OC(C)(C)C)(OC1=CC=C(C=C1)[N+](=O)[O-])=O 2-[2-[2-(Tert-butoxycarbonylamino)ethoxy]ethoxy]ethyl (4-nitrophenyl) carbonate